The molecule is an N-acyl-1-O-beta-D-glucosyl-4-hydroxy-15-methylhexadecasphinganine in which the acyl group has 26 carbons and 0 double bonds and is 2-hydroxylated. It derives from a 15-methylhexadecaphytosphingosine. CCCCCCCCCCCCCCCCCCCCCCCCC(C(=O)N[C@@H](CO[C@H]1[C@@H]([C@H]([C@@H]([C@H](O1)CO)O)O)O)[C@@H]([C@@H](CCCCCCCCCCC(C)C)O)O)O